(E)-tridec-4-en CCC\C=C\CCCCCCCC